6-(1-methyl-cyclohexyl)-p-cresol CC1(CCCCC1)C=1C=C(C=CC1O)C